6'-(4,6-diphenyl-1,3,5-triazin-2-yl)-2',4,4'',5'-tetrakis(3-methyl-9H-carbazol-9-yl)-[1,1':3',1''-terphenyl]-4'-carbonitrile C1(=CC=CC=C1)C1=NC(=NC(=N1)C1=CC=CC=C1)C1=C(C(=C(C(=C1C1=CC=C(C=C1)N1C2=CC=CC=C2C=2C=C(C=CC12)C)N1C2=CC=CC=C2C=2C=C(C=CC12)C)C1=CC=C(C=C1)N1C2=CC=CC=C2C=2C=C(C=CC12)C)C#N)N1C2=CC=CC=C2C=2C=C(C=CC12)C